N12CCN(C(CC1)CC2)C(=O)N2N=C(C1=C2CCOC1)C1=C(C=C(C(=C1)F)F)F (1,4-diazabicyclo[3.2.2]nonan-4-yl)(3-(2,4,5-trifluorophenyl)-6,7-dihydropyrano[4,3-c]pyrazol-1(4H)-yl)meth-anone